(S)-quinuclidin-3-yl (7-(benzofuran-3-yl)-3,3-dimethylchroman-4-yl)carbamate O1C=C(C2=C1C=CC=C2)C2=CC=C1C(C(COC1=C2)(C)C)NC(O[C@@H]2CN1CCC2CC1)=O